FC(C(C)(C)O)(F)C=1C(=C(C=CC1)[C@@H](C)NC=1C2=C(N=CN1)N=C(C(=C2)C2(CC2)C#N)OC)F (R)-1-(4-((1-(3-(1,1-difluoro-2-hydroxy-2-methylpropyl)-2-fluorophenyl)ethyl)amino)-7-methoxypyrido[2,3-d]pyrimidin-6-yl)cyclopropane-1-carbonitrile